1-(3-bromophenyl)-N-{4-[4-(morpholin-4-yl)-7-{[2-(trimethylsilyl)ethoxy]methyl}-7H-pyrrolo[2,3-d]pyrimidin-6-yl]phenyl}methanesulfonamide BrC=1C=C(C=CC1)CS(=O)(=O)NC1=CC=C(C=C1)C1=CC2=C(N=CN=C2N2CCOCC2)N1COCC[Si](C)(C)C